2-(2,6-dioxopiperidin-3-yl)-4-(3-(2-(piperidin-4-yl)ethoxy)azetidin-1-yl)isoindoline-1,3-dione O=C1NC(CCC1N1C(C2=CC=CC(=C2C1=O)N1CC(C1)OCCC1CCNCC1)=O)=O